(3aR,6S,7aS)-3a,4,5,6,7,7a-hexa-hydro-1H-4,7-methanoinden-6-yl propanoate C(CC)(=O)O[C@H]1CC2[C@@H]3C=CC[C@@H]3C1C2